C1(CCCCCC1)NC1=NC(=CC(=C1)N1[C@@H]([C@H](C1)CS(=O)(=O)C)C)N1N=CC=2C(=NC(=CC21)C=2C=NC=CC2OC)C N-Cycloheptyl-6-(6-(4-methoxypyridin-3-yl)-4-methyl-1H-pyrazolo[4,3-c]pyridin-1-yl)-4-((2R,3S)-2-methyl-3-((methylsulfonyl)methyl)azetidin-1-yl)pyridin-2-amine